2-piperazin-1-yl-pyridin N1(CCNCC1)C1=NC=CC=C1